Cl.N1=CC=CC2=CC(=C(C=C12)O)O Quinoline-6,7-diol hydrochloride